O=C1NC(CCC1N1C(C2=CC=CC(=C2C1=O)NC1=C(C=C2C=NN(C2=C1)C)C1=CC(=NC=C1)C)=O)=O 2-(2,6-dioxopiperidin-3-yl)-4-((1-methyl-5-(2-methylpyridin-4-yl)-1H-indazol-6-yl)amino)isoindoline-1,3-dione